1-(4-(Trifluoromethyl)phenyl)-1H-pyrazol-4-amine FC(C1=CC=C(C=C1)N1N=CC(=C1)N)(F)F